CCCCCN=C=S 4-(methyl)butyl isothiocyanate